ClC=1C(=CC(=C(C1)N(C(=O)[C@H]1CC=2C=NC=CC2N1C1=NC(=CC(=C1)C(F)(F)F)C)C)F)F (R)-N-(5-chloro-2,4-difluorophenyl)-N-methyl-1-(6-methyl-4-(trifluoromethyl)pyridin-2-yl)-2,3-dihydro-1H-pyrrolo[3,2-c]pyridine-2-carboxamide